C(C)(C)(C)OC(=O)N1CCCC(=CC1)CO.ClC1=CC=C(C(=O)N=C2N(C(N(S2)CC2=CC=C(C=C2)Cl)=O)CO)C=C1 4-chloro-N-{2-[(4-chlorophenyl)methyl]-4-(hydroxymethyl)-3-oxo-1,2,4-thiadiazolidin-5-ylidene}benzamide Tert-Butyl-5-(Hydroxymethyl)-2,3,4,7-Tetrahydro-1H-Azepine-1-Carboxylate